FC1=C(C(=C(C(=C1[2H])[2H])[2H])[2H])B(O)O (2-fluoro-3,4,5,6-tetradeuterophenyl)boronic acid